NC=1C=CC=C2C(=NN(C12)C)N1C[C@@H](CCC1)NC1=NC=C(C(=N1)OC)C#N (R)-2-((1-(7-Amino-1-methyl-1H-indazol-3-yl)piperidin-3-yl)amino)-4-methoxypyrimidine-5-carbonitrile